O=C1C(=CN(C2=CC=CC=C12)C(C)C)C=O 4-oxo-1-(propan-2-yl)-1,4-dihydroquinoline-3-carbaldehyde